[Cl-].SN(S)S trimercapto-ammonia chloride